8-[(2s,5r)-4-[(4-cyanophenyl)(4-fluorophenyl)methyl]-2-ethyl-5-methylpiperazin-1-yl]-5-methyl-6-oxo-5,6-dihydro-1,5-naphthyridine-2-carbonitrile C(#N)C1=CC=C(C=C1)C(N1C[C@@H](N(C[C@H]1C)C1=CC(N(C=2C=CC(=NC12)C#N)C)=O)CC)C1=CC=C(C=C1)F